[Nb].[Cu] Copper-niobium